ethylene bis-dithiocarbamate C(N)(SCCSC(N)=S)=S